2-naphthyl-allene tert-butyl-4-((4-(3-(2-(benzyloxy)-6-hydroxypyridin-3-yl)-1-methyl-1H-indazol-6-yl)piperazin-1-yl)methyl)-3-fluoropiperidine-1-carboxylate C(C)(C)(C)OC(=O)N1CC(C(CC1)CN1CCN(CC1)C1=CC=C2C(=NN(C2=C1)C)C=1C(=NC(=CC1)O)OCC1=CC=CC=C1)F.C1=C(C=CC2=CC=CC=C12)C=C=C